C(C1=CC=CC=C1)OC(N[C@H]1CNCCC1)=O (R)-piperidin-3-ylcarbamic acid benzyl ester